(3R,5R)-3-((6-((S)-amino(4,4-difluorocyclohexyl)methyl)-3-(4,4-difluorocyclohexyl)imidazo[1,2-b][1,2,4]triazin-2-yl)methyl)-5-(trifluoromethyl)piperidin-2-one N[C@H](C=1N=C2N(N=C(C(=N2)C2CCC(CC2)(F)F)C[C@@H]2C(NC[C@@H](C2)C(F)(F)F)=O)C1)C1CCC(CC1)(F)F